[Br-].C(C1=CC=CC=C1)[N+]1=CC=C2C=C(C(NC2=C1)=O)F D-7-benzyl-3-fluoro-2-oxo-1H-1,7-naphthyridin-7-ium bromide